diphenyl-N,N'-bis(3-methylphenyl)-4,4'-diaminobiphenyl C1(=CC=CC=C1)C=1C(=C(C=CC1NC1=CC(=CC=C1)C)C1=CC=C(C=C1)NC1=CC(=CC=C1)C)C1=CC=CC=C1